C(C1=CC=CC=C1)OC=1C=C(N)C=CC1 3-(benzyloxy)aniline